C(OC)(OCCCC(F)(F)F)=O methyl (4,4,4-trifluorobutyl) carbonate